triethoxyocten-1-ylsilane C(C)OC(CCCCCC=C[SiH3])(OCC)OCC